6-(1-(((1R,5S,8s)-3-oxabicyclo[3.2.1]octan-8-yl)amino)pyrido[3,4-d]pyridazin-4-yl)-2-fluoro-3-methylphenol [C@@H]12COC[C@@H](CC1)C2NC2=C1C(=C(N=N2)C2=CC=C(C(=C2O)F)C)C=NC=C1